FC1=C(C(=O)NC2(CC2)C2=C3C=CC(=NC3=CC(=C2)OC)C)C=C(C=C1)OCC1N(CC1)C 2-Fluoro-N-(1-(7-methoxy-2-methylquinolin-5-yl)cyclopropyl)-5-((1-methylazetidin-2-yl)methoxy)benzamide